C(C(C)C)C(C(C(=O)O)(O)CC(C)C)(C(=O)O)O diisobutyl-2,3-dihydroxysuccinic acid